1-dimethylaminobenzene CN(C1=CC=CC=C1)C